CC(CC)S(=O)(=O)O methyl-propane-sulfonic acid